C(#N)C=1C=CC(=C(C(=O)O)C1)NC(C)C=1C=C(C=C2C(N(C(=NC12)N1CCC(CC1)(C)C)C)=O)C 5-cyano-2-((1-(2-(4,4-dimethylpiperidin-1-yl)-3,6-dimethyl-4-oxo-3,4-dihydroquinazolin-8-yl)ethyl)amino)benzoic acid